(2R,3S)-2-(3-(6-chloro-1H-benzo[d]imidazol-1-yl)propyl)piperidin-3-ol ClC=1C=CC2=C(N(C=N2)CCC[C@H]2NCCC[C@@H]2O)C1